4-(azetidin-1-ylmethyl)-1-(5-(6-ethoxy-1H-pyrazolo[3',4':3,4]pyrazolo[1,5-a]Pyridin-4-yl)pyridin-2-yl)-N-isobutylpiperidine-4-amide N1(CCC1)CC1(CCN(CC1)C1=NC=C(C=C1)C=1C=2N(C=C(C1)OCC)N=C1C2C=NN1)C(=O)NCC(C)C